N-[trans-(7RS,9RS)-3-cyclopropyl-5-(2-methylpropylsulfamoyl)-9-[[rac-(E)-3-(4-hydroxyphenyl)prop-2-enoyl]amino]-8,9-dihydro-7H-cyclopenta[h]isoquinolin-7-yl]pyridine-3-carboxamide C1(CC1)C=1N=CC2=C3C(=CC(=C2C1)S(NCC(C)C)(=O)=O)[C@@H](C[C@H]3NC(\C=C\C3=CC=C(C=C3)O)=O)NC(=O)C=3C=NC=CC3 |r|